methyl-2,3-dihydrobenzofuran-4-carboxamide CC1OC=2C(C1)=C(C=CC2)C(=O)N